NC1=NC=2C=NC(=CC2C2=C1COC2)C(=O)N(C)[C@@H]2COC1=C2C=CC(=C1)[S@](=O)(=NC)C 4-amino-N-((3S)-6-((S)-N,S-dimethylsulfonimidoyl)-2,3-dihydro-1-benzofuran-3-yl)-N-methyl-1,3-dihydrofuro[3,4-c][1,7]naphthyridine-8-carboxamide